CN1C(CCC2=CC(=CC=C12)C1NC2=CC=CC=C2CC1)=O 1'-methyl-1,2,3,3',4,4'-hexahydro-[2,6'-biquinolin]-2'(1'H)-one